9-(4-((1-(3-fluoropropyl)azetidin-3-yl)methyl)phenyl)-8-(3-methyl-5-(trifluoromethyl)phenyl)-6,7-dihydro-5H-benzo[7]annulene-3-carboxylic acid, hydrochloride Cl.FCCCN1CC(C1)CC1=CC=C(C=C1)C1=C(CCCC2=C1C=CC(=C2)C(=O)O)C2=CC(=CC(=C2)C(F)(F)F)C